BrC=1C=C2C(=NN(C(C2=CC1)=O)CC(=O)NC1=NC=C(C=C1F)C(F)(F)F)C(C)C 2-(6-bromo-1-oxo-4-prop-2-ylphthalazin-2-yl)-N-[3-fluoro-5-(trifluoromethyl)pyridin-2-yl]Acetamide